N-Cyclopropyl-2-(4-Cyclopropyl-2-fluoroanilino)-3,4-difluoro-5-[[2-fluoro-3-(methylsulfamoylamino)phenyl]methyl]benzamide (S)-Methyl-2-(tert-butyldimethylsilyloxy)-4-hydroxybutanoate COC([C@H](CCO)O[Si](C)(C)C(C)(C)C)=O.C1(CC1)NC(C1=C(C(=C(C(=C1)CC1=C(C(=CC=C1)NS(NC)(=O)=O)F)F)F)NC1=C(C=C(C=C1)C1CC1)F)=O